7-(4-(azetidin-1-ylmethyl)benzyl)-2-butoxy-5H-pyrrolo[3,2-d]pyrimidin-4-amine N1(CCC1)CC1=CC=C(CC2=CNC3=C2N=C(N=C3N)OCCCC)C=C1